FC=1C(=NC(=NC1)NC1=CC(=C(C=C1)N1CCN(CC1)C)F)C=1C=NN(C1)CCCC fluoro-N-(3-fluoro-4-(4-methylpiperazin-1-yl)phenyl)-4-(1-butyl-1H-pyrazol-4-yl)pyrimidin-2-amine